(7-(cyclopentylamino)-1-hydroxy-4-methylphthalazin-6-yl)(morpholino)methanone C1(CCCC1)NC1=C(C=C2C(=NN=C(C2=C1)O)C)C(=O)N1CCOCC1